(R)-3-(2-(5-(3,4-difluorophenyl)-1,2,4-oxadiazol-3-yl)acetamido)-2-oxo-4-phenyl-N-(thiazol-2-ylmethyl)butanamide FC=1C=C(C=CC1F)C1=NC(=NO1)CC(=O)N[C@@H](C(C(=O)NCC=1SC=CN1)=O)CC1=CC=CC=C1